[(2-(9-(pyridin-2-yl)-6-oxaspiro[4.5]decan-9-yl)ethyl)aminomethyl]-2-trifluoromethoxybenzonitrile N1=C(C=CC=C1)C1(CCOC2(CCCC2)C1)CCNCC=1C(=C(C#N)C=CC1)OC(F)(F)F